NC=1C(=NC=C(N1)CC)C=O 3-amino-5-ethylpyrazine-2-carbaldehyde